C(C1=CC(=C(N)C(=C1)C(C)C)C(C)C)C1=CC(=C(N)C(=C1)C(C)C)C(C)C 4,4'-methylenebis(2,6-diisopropylaniline)